IC1=CC(=C(C=C1CC[N+]#[C-])O[Si](C)(C)C(C)(C)C)O[Si](C)(C)C(C)(C)C ((4-iodo-5-(2-isocyanoethyl)-1,2-phenylene)bis(oxy))bis(tert-butyldimethylsilane)